C(C=C)(=O)N1[C@@H](C[C@H](CC1)N1C=NC=2C(=NC=3C(=C(C(=CC3C21)Cl)C2=C(N=CC1=CC=CC=C21)C)F)N2CC(C2)N(C)C)CC#N 2-((2S,4S)-1-acryloyl-4-(8-chloro-4-(3-(dimethylamino)azetidin-1-yl)-6-fluoro-7-(3-methylisoquinolin-4-yl)-1H-imidazo[4,5-c]quinolin-1-yl)piperidin-2-yl)acetonitrile